N-((6,7-dihydro-5H-pyrrolo[3,4-b]pyridin-3-yl)methyl)acetamide trifluoroacetate FC(C(=O)O)(F)F.N1=C2C(=CC(=C1)CNC(C)=O)CNC2